6-methoxy-4-[2-[2-(2-prop-2-ynoxyethoxy)ethoxy]ethoxymethyl]-1,2,3,4-tetrahydroisoquinoline COC=1C=C2C(CNCC2=CC1)COCCOCCOCCOCC#C